C1(CCCC1)C1=CNC2=NC=CC(=C21)N[C@H]2CN(CCC2)C(C=C)=O (R)-1-(3-((3-cyclopentyl-1H-pyrrolo[2,3-b]pyridin-4-yl)amino)piperidin-1-yl)prop-2-en-1-one